[Si](C)(C)(C(C)(C)C)OC=1C=C2C(=NN(C2=CC1)C1OCCCC1)C=1C=NN(C1)CCOCCO[C@H](CO)C (2S)-2-[2-[2-[4-[5-[tert-butyl(dimethyl)silyl]oxy-1-tetrahydropyran-2-yl-indazol-3-yl]pyrazol-1-yl]ethoxy]ethoxy]propan-1-ol